2-(2,4-Difluorophenoxy)-2-methyl-1-(4-(pyridin-3-ylsulfonyl)piperazin-1-yl)propan-1-one FC1=C(OC(C(=O)N2CCN(CC2)S(=O)(=O)C=2C=NC=CC2)(C)C)C=CC(=C1)F